2-(1-(6-Chlorodiazin-4-yl)-1H-indazol-6-yl)-2-methylpropanenitrile ClC1=CC(=CN=N1)N1N=CC2=CC=C(C=C12)C(C#N)(C)C